OC1=C(COC2=CC=CC=C12)[C@@H](CC(C)=O)C1=CC=CC=C1 4-Hydroxy-3-[(1s)-3-Oxo-1-Phenylbutyl]-2h-Chromen